(1R,3R)-ethyl 3-(3-(difluoromethyl)-4-nitro-1H-pyrazol-1-yl)cyclobutanecarboxylate FC(C1=NN(C=C1[N+](=O)[O-])C1CC(C1)C(=O)OCC)F